C(#N)NC(N(CC(C)C)CC(C)C)=N N'-cyano-N,N-bis(2-methylpropyl)-guanidine